7-(2-(2,4-difluorophenoxy)-5-(2-hydroxyprop-2-yl)phenyl)-2-(4-(2-hydroxyethoxy)-3,5-Dimethylphenyl)-5-methylfuro[3,2-c]pyridin-4(5H)-one FC1=C(OC2=C(C=C(C=C2)C(C)(C)O)C=2C3=C(C(N(C2)C)=O)C=C(O3)C3=CC(=C(C(=C3)C)OCCO)C)C=CC(=C1)F